ClC1=C(C=C(C=C1C(F)(F)F)C1=NN(C=N1)\C=C/C(=O)N1CC(C1)(F)F)C(F)(F)F (Z)-3-(3-(4-chloro-3,5-bis(trifluoromethyl)phenyl)-1H-1,2,4-triazol-1-yl)-1-(3,3-difluoroazetidin-1-yl)prop-2-en-1-one